7-methyl-5-(3-(pyrimidin-2-yloxy)phenyl)pyrazolo[1,5-a]Pyrimidine-3-carboxylic acid CC1=CC(=NC=2N1N=CC2C(=O)O)C2=CC(=CC=C2)OC2=NC=CC=N2